1,6-diazabicyclo[3.4.0]-5-nonene N12CCCC2=NCCC1